2,2'-(4',5',6'-tris(10-methylphenazin-5(10H)-yl)-[1,1':3',1''-terphenyl]-4,4''-diyl)bis(benzo[d]oxazole) CN1C2=CC=CC=C2N(C=2C=CC=CC12)C1=C(C=C(C(=C1N1C=2C=CC=CC2N(C2=CC=CC=C12)C)N1C=2C=CC=CC2N(C2=CC=CC=C12)C)C1=CC=C(C=C1)C=1OC2=C(N1)C=CC=C2)C2=CC=C(C=C2)C=2OC1=C(N2)C=CC=C1